INDOLE-3-BUTYRIC ACID N1C=C(C2=CC=CC=C12)CCCC(=O)O